BrCC1=C(C(=CC=C1)C1=CC=CC=C1)C#N 3-(bromomethyl)-[1,1'-biphenyl]-2-formonitrile